C(C1=CC=CC=C1)N1CC2=C(N=C(N=C2)N2N=CC=C2)CC1 6-benzyl-2-pyrazol-1-yl-7,8-dihydro-5H-pyrido[4,3-d]pyrimidine